(7R,14R)-1-(difluoromethoxy)-11-((1-isopropylazetidin-3-yl)ethynyl)-6-(methyl-d3)-6,7-dihydro-7,14-methanobenzo[f]benzo[4,5]imidazo[1,2-a][1,4]diazocin-5(14H)-one FC(OC1=CC=CC=2C(N([C@H]3C=4N([C@@H](C21)C3)C3=C(N4)C=CC(=C3)C#CC3CN(C3)C(C)C)C([2H])([2H])[2H])=O)F